2-[(3S,5R)-5-(2,3-dichloro-6-hydroxyphenyl)pyrrolidin-3-yl]-3-hydroxypropionamide ClC1=C(C(=CC=C1Cl)O)[C@H]1C[C@H](CN1)C(C(=O)N)CO